hydroxymethyl-melamine phosphite P(O)(O)O.OCNC1=NC(=NC(=N1)N)N